4-amino-1-(2-methoxy-3-pyridinyl)-7-tetrahydropyran-2-yl-pyrido[2,3-d]pyrimidin-2-one NC=1C2=C(N(C(N1)=O)C=1C(=NC=CC1)OC)N=C(C=C2)C2OCCCC2